3-hydroxy-2-methyl-pyridin-4(1H)-one OC1=C(NC=CC1=O)C